2-bromo-4'-methoxybiphenyl BrC1=C(C=CC=C1)C1=CC=C(C=C1)OC